(3-amino-6-(pyridin-2-yl)-4,5,6,7-tetrahydro-pyrazolo[3,4-c]pyridin-2-yl)(6-fluoro-1,2,3,4-tetrahydro-quinolin-4-yl)methanone NC=1N(N=C2CN(CCC21)C2=NC=CC=C2)C(=O)C2CCNC1=CC=C(C=C21)F